C(=O)(O)CN1CCN(CCCN(CCN(CC1)CC(=O)O)CC(=O)O)CC1=[N+](C=CC2=CC=CC=C12)[O-] 1-((4,7,10-tris(carboxymethyl)-1,4,7,10-tetraazacyclotridecan-1-yl)methyl)isochinolin-2-oxid